methyl 4-hydroxy-1-methyl-2-carbonyl-1,2,5,6-tetrahydropyridine-3-carboxylate OC1=C(C(N(CC1)C)=C=O)C(=O)OC